tert-butyl ((1R,2S)-2-phenylcyclopropyl)(piperidin-4-yl)carbamate C1(=CC=CC=C1)[C@H]1[C@@H](C1)N(C(OC(C)(C)C)=O)C1CCNCC1